CC=1N(N=C2C(=NN=C(C21)C)N2CCC(CC2)C(=O)NCCCN2CCCCC2)C2=CC=CC=C2 1-(3,4-dimethyl-2-phenyl-2H-pyrazolo[3,4-d]pyridazin-7-yl)-N-(3-(piperidin-1-yl)propyl)piperidine-4-carboxamide